4-bromo-5-(3-(2-(dimethylamino)ethoxy)phenyl)-1-methylpyridin-2(1H)-one BrC1=CC(N(C=C1C1=CC(=CC=C1)OCCN(C)C)C)=O